2-(dimethylaminocarbonyl)phenylboronic acid CN(C(=O)C1=C(C=CC=C1)B(O)O)C